5-Chloro-3-propyl-1H-pyrrolo[3,2-b]pyridine ClC1=CC=C2C(=N1)C(=CN2)CCC